(3-hydroxypropyl)-1,4-dihydroquinoxaline-2,3-dione OCCCN1C(C(NC2=CC=CC=C12)=O)=O